(6-amino-1-methyl-1H-benzo[d]imidazol-5-yl)methanol NC=1C(=CC2=C(N(C=N2)C)C1)CO